FC1=CC=C(C=C1)C1=CC(=NO1)C(C\C=C\CCC1(OCCO1)C1=NOC=C1)NC(OC(C)(C)C)=O (E)-tert-butyl (1-(5-(4-fluorophenyl)isoxazol-3-yl)-6-(2-(isoxazol-3-yl)-1,3-dioxolan-2-yl)hex-3-en-1-yl)carbamate